bis(N7-methylguanosine) triphosphate [O-]P([O-])(=O)OP(=O)([O-])OP(=O)([O-])[O-].C[N+]1=CN([C@H]2[C@H](O)[C@H](O)[C@@H](CO)O2)C=2N=C(NC(C12)=O)N.C[N+]1=CN([C@H]2[C@H](O)[C@H](O)[C@@H](CO)O2)C=2N=C(NC(C12)=O)N.C[N+]1=CN([C@H]2[C@H](O)[C@H](O)[C@@H](CO)O2)C=2N=C(NC(C12)=O)N.C[N+]1=CN([C@H]2[C@H](O)[C@H](O)[C@@H](CO)O2)C=2N=C(NC(C12)=O)N.C[N+]1=CN([C@H]2[C@H](O)[C@H](O)[C@@H](CO)O2)C=2N=C(NC(C12)=O)N